1-[6-(4-tert-Butyl-1H-imidazol-2-yl)pyridine-2-yl]-4-[1-(propan-2-yl)piperidin-4-yl]-1,4-diazepane C(C)(C)(C)C=1N=C(NC1)C1=CC=CC(=N1)N1CCN(CCC1)C1CCN(CC1)C(C)C